C(C)(C)(C)C1=C(C(=O)O)C(=CC(=C1)O)C(C)(C)C 2,6-di-tert-butyl-4-hydroxybenzoic acid